C(C)(C)(C)OC(=O)N1CCC2(C(NCCO2)C)CC1 5-methyl-1-oxa-4,9-diazaspiro[5.5]undecane-9-carboxylic acid tert-butyl ester